C(#N)[C@@H](C[C@H]1C(NCCC1)=O)C1CCC12CNC(C2)C(=O)N ((S)-1-cyano-2-[(3S)-2-oxo-3-piperidyl]ethyl)-6-azaspiro[3.4]octane-7-carboxamide